2-(2-chlorophenyl)-N-(1-(2-methoxybenzyl)-4-sulfamoyl-1H-indazol-6-yl)acetamide ClC1=C(C=CC=C1)CC(=O)NC1=CC(=C2C=NN(C2=C1)CC1=C(C=CC=C1)OC)S(N)(=O)=O